tert-butyl N-[[2-[5-[(1R)-1-[[6-(1,1-dioxothian-4-yl)-7-methoxy-2-methyl-quinazolin-4-yl]amino]ethyl]-2-thienyl]phenyl]methyl]-N-methyl-carbamate O=S1(CCC(CC1)C=1C=C2C(=NC(=NC2=CC1OC)C)N[C@H](C)C1=CC=C(S1)C1=C(C=CC=C1)CN(C(OC(C)(C)C)=O)C)=O